ammonium bis(nitroso) oxalate C(C(=O)ON=O)(=O)ON=O.[NH4+]